CSCCC(CSSCC(CC1=CC=CC=C1)C(NCC(=O)OC(C)OC(CC)=O)=O)N 3-Methylsulfanyl-1-(3-phenyl-2-((1-propionyloxy-ethoxycarbonylmethyl)-carbamoyl)-propyldisulfanylmethyl)-propyl-amine